7-((3s,6r)-6-(azetidin-1-ylmethyl)tetrahydro-2H-pyran-3-yl)-5-(2-fluoro-4-phenoxyphenyl)imidazo[5,1-f][1,2,4]triazin-4-amine N1(CCC1)C[C@H]1CC[C@H](CO1)C1=NC(=C2C(=NC=NN21)N)C2=C(C=C(C=C2)OC2=CC=CC=C2)F